NC(C(C(=O)[O-])=O)(CC(=O)[O-])N diamino-2-oxoglutarate